FC(C1CN(C1)C1=NC=C(C=N1)C1CN(C1)C(=O)OC(C)(C)C)(F)F Tert-Butyl 3-[2-[3-(trifluoromethyl)azetidin-1-yl]pyrimidin-5-yl]azetidine-1-carboxylate